(1-(3,4-dimethoxyphenyl)-1-acetonyl)-2-oxobenzaldehyde COC=1C=C(C=CC1OC)C(C(=O)C)C=1C(C(C=O)C=CC1)=O